CCCCCCCCCCCCCCCCCCCCCC=CO Triacosenol